COC1=C(C(=CC(=C1)CCCCC)OC)C1(C2(CCC(C1(C)C)C2)C)O 2-(2,6'-dimethoxy-4'-pentylphenyl)-1,3,3-trimethylbicyclo[2.2.1]heptan-2-ol